COC=1C=C2CCN(CC2=CC1OC)CCC1=CC=C(C=C1)NC(C1=CC=CC=C1)=O N-(4-(2-(6,7-dimethoxy-3,4-dihydroisoquinolin-2(1H)-yl)ethyl)phenyl)benzamide